3'-(([1,1':3',1''-Terphenyl]-2'-yl-2,2'',3,3'',4,4'',5,5'',6,6''-d10)amino)-2'-fluoro-4'-nitro-[1,1'-biphenyl]-2-ol C1(=C(C(=C(C(=C1[2H])[2H])[2H])[2H])[2H])C1=C(C(=CC=C1)C1=C(C(=C(C(=C1[2H])[2H])[2H])[2H])[2H])NC=1C(=C(C=CC1[N+](=O)[O-])C=1C(=CC=CC1)O)F